5,6-Dimethyl-N4-[3-(N-(1-hydroxy-2-methylpropan-2-yl)sulfamoyl)phenyl]-N2-[4-(4-methylpiperazin-1-yl)phenyl]pyrimidine-2,4-diamine CC=1C(=NC(=NC1C)NC1=CC=C(C=C1)N1CCN(CC1)C)NC1=CC(=CC=C1)S(NC(CO)(C)C)(=O)=O